The molecule is a lathyrane diterpenoid isolated from the roots of Euphorbia micractina. It is a lathyrane diterpenoid, a cinnamate ester and a tertiary alpha-hydroxy ketone. C[C@H]1C[C@]2([C@H]([C@H]1OC(=O)/C=C/C3=CC=CC=C3)[C@H](/C(=C\\C[C@H]4[C@H](C4(C)C)/C=C(/C2=O)\\C)/C)O)O